C(C)(C)(C)OC(N(CC=1C=CC=2N(C1)C=C(N2)CN2N=NC(=C2)C2=C1C=NN(C1=CC(=C2)O)C2OCCCC2)CC2CCC2)=O tert-butyl(cyclobutylmethyl)((2-((4-(6-hydroxy-1-(tetrahydro-2H-pyran-2-yl)-1H-indazol-4-yl)-1H-1,2,3-triazol-1-yl)methyl)imidazo[1,2-a]pyridin-6-yl)methyl)carbamate